1-tert-butyl 7'-methyl 8'-(bromomethyl)-3'H-dispiro[azetidine-3,2'-[1]benzopyran-4',2''-[1,3]dioxolane]-1,7'-dicarboxylate BrCC1=C(C=CC2=C1OC1(CC23OCCO3)CN(C1)C(=O)OC(C)(C)C)C(=O)OC